O1CCC2=C1C(=CC=C2)C(=O)Cl 2,3-dihydrobenzofuran-7-carbonyl chloride